C(C=C)(=O)O.NON amino ether acrylate